diphenylethan-1-one C1(=CC=CC=C1)CC(=O)C1=CC=CC=C1